4-chloro-2-methylpyrido[3,4-d]pyridazine-1,7(2H,6H)-dione ClC1=NN(C(C=2C1=CNC(C2)=O)=O)C